C[C@H](CCC(=O)[O-])[C@H]1CC[C@@H]2[C@@]1(CC[C@H]3[C@H]2[C@@H]([C@@H]([C@H]4[C@@]3(CC[C@H](C4)O)C)O)O)C The molecule is a bile acid anion that is the conjugate base of hyocholic acid, obtained bye deprotonation of the carboxy group; major species at pH 7.3. It has a role as a human urinary metabolite, a rat metabolite and a mouse metabolite. It is a conjugate base of a hyocholic acid.